1-(3-(4-((3,4-dichloro-2-fluorophenyl)amino)quinazolin-6-yl)piperidin-1-yl)prop-2-en-1-one ClC=1C(=C(C=CC1Cl)NC1=NC=NC2=CC=C(C=C12)C1CN(CCC1)C(C=C)=O)F